BrC1=CC(=C(C=C1)C)COCC1=CC=C(C=C1)OC 4-Bromo-2-(((4-methoxybenzyl)oxy)methyl)-1-methylbenzene